C(C)OC1=C(C=CC(=C1)CO)O 2-ethoxy-4-(hydroxymethyl)phenol